S(O)(O)(=O)=O.CN1CCCC1 N-methylpyrrolidine bisulfate